tert-butyl 2-[6-(4-ethylpiperazin-1-yl)-2-pyridyl]-2,8-diazaspiro[4.5]decane-8-carboxylate C(C)N1CCN(CC1)C1=CC=CC(=N1)N1CC2(CC1)CCN(CC2)C(=O)OC(C)(C)C